C1(CC1)C=1C(=C2C(C(N(C2=C(C1)F)C=1C(N(C=CN1)C1C(CCC1)CC(=O)OC(C)(C)C)=O)=O)(C)C)F tert-butyl 2-(2-(3-(5-cyclopropyl-4,7-difluoro-3,3-dimethyl-2-oxoindolin-1-yl)-2-oxopyrazin-1(2H)-yl)cyclopentyl)acetate